N[C@@H](C(=O)N)CCCOC1=C(C(=CC(=C1)Cl)Cl)CN1C=NC=2C(=NC=C(C21)Cl)N (R)-2-amino-5-(2-((4-amino-7-chloro-1H-imidazo[4,5-c]pyridin-1-yl)methyl)-3,5-dichlorophenoxy)pentanamide